COC12CC(C1)(C2)N(C(=O)NC2=CC(=C(C(=C2)F)F)F)CC2=NNC(=C2)C(F)(F)F 1-(3-Methoxybicyclo[1.1.1]pent-1-yl)-1-((5-(trifluoromethyl)-1H-pyrazol-3-yl)methyl)-3-(3,4,5-trifluorophenyl)urea